4-butyl-N-((3-phenyl-1H-pyrazol-4-yl)methyl)benzamide C(CCC)C1=CC=C(C(=O)NCC=2C(=NNC2)C2=CC=CC=C2)C=C1